isovanillin O=CC1=CC(O)=C(OC)C=C1